β-thujene CC1C=CC2(C1C2)C(C)C